C(N(C(C([2H])([2H])C1=CNC2=CC=C(C=C12)C)([2H])[2H])C([2H])([2H])[2H])([2H])([2H])[2H] N,N-bis(methyl-d3)-2-(5-methyl-1H-indol-3-yl)ethan-1-amine-1,1,2,2-d4